CN(C=1C2=C(N=CN1)N(C(=C2)C2=CC=C(C=C2)CN2CCOCC2)COCC[Si](C)(C)C)CC2CCOCC2 N-Methyl-6-(4-(morpholinomethyl)phenyl)-N-((tetrahydro-2H-pyran-4-yl)methyl)-7-((2-(trimethylsilyl)ethoxy)methyl)-7H-pyrrolo[2,3-d]pyrimidin-4-amine